2-[2-hydroxyethyl-(3-imidazol-1-ylpropyl)amino]ethanol OCCN(CCO)CCCN1C=NC=C1